C(=O)=C1N(C2(COC2)CO1)C=1N=C2N(CCOC3=C2C=CC(=C3)N[C@H](C(=O)N)C)C1 (S)-2-((2-(6-carbonyl-2,7-dioxa-5-azaspiro[3.4]octan-5-yl)-5,6-dihydrobenzo[f]imidazo[1,2-d][1,4]oxazepin-9-yl)amino)propionamide